BrC=1C=C2C3(CN(C2=CC1)C(=O)C=1C=C(C=CC1)S(=O)(=O)NC1CC(C1)(F)F)CCC1(CC3)CC1 3-(5''-bromodispiro[cyclopropane-1,1'-cyclohexane-4',3''-indoline]-1''-carbonyl)-N-(3,3-difluorocyclobutyl)benzenesulfonamide